ClC1=CC=C(C=C1)C=1C2=C(N3C1C(N1[C@H](C3)CCC1)=O)C=CC=N2 (6aS)-12-(4-chlorophenyl)-6a,7,8,9-tetrahydro-6h,11h-pyrido[2',3':4,5]pyrrolo[1,2-a]pyrrolo[1,2-d]pyrazin-11-one